4-fluoro-7-nitro-1H-indole-3-carbonitrile FC1=C2C(=CNC2=C(C=C1)[N+](=O)[O-])C#N